ClC=1C(=C(NC2=C(NC3=C2C(NCC3)=O)C3=C(C=NC=C3)OC[C@@H]3C[NH+](CCO3)C)C=C(C1)F)OC 3-(3-chloro-5-fluoro-2-methoxy-anilino)-2-[3-[[(2S)-4-methylmorpholin-4-ium-2-yl]methoxy]-4-pyridyl]-1,5,6,7-tetrahydropyrrolo[3,2-c]pyridin-4-one